CC1(OCC(OC1)COC=1C=NC=CC1C1=C(C=2C(NCCC2N1)=O)NC1=C(C(=CC=C1)F)C)C 2-{3-[(5,5-Dimethyl-1,4-dioxan-2-yl)methoxy]pyridin-4-yl}-3-(3-fluoro-2-methylanilino)-1,5,6,7-tetrahydro-4H-pyrrolo[3,2-c]pyridin-4-one